FC(C=1C=C(C=C(C1)C(F)(F)F)N1S(C2=C(C1)C(=CC=C2)F)(=O)=O)(F)F N-(3,5-bis(trifluoromethyl)phenyl)-4-fluorobenzo[d]isothiazole-1,1-dioxide